3-benzyl-6-(2-methoxybenzoylamino)-2,4(1H,3H)-quinazolinedione C(C1=CC=CC=C1)N1C(NC2=CC=C(C=C2C1=O)NC(C1=C(C=CC=C1)OC)=O)=O